N-(3-(N-cyclopropylsulfamoyl)-4-methylphenyl)-2-fluoronicotinamide C1(CC1)NS(=O)(=O)C=1C=C(C=CC1C)NC(C1=C(N=CC=C1)F)=O